7'-(Butylamino)-1',1'-dioxidospiro[cyclopropane-1,4'-pyrido[2,3-b][1,4,5]oxathiazepin] C(CCC)NC=1C=CC2=C(OC3(C=NS2(=O)=O)CC3)N1